COC(CC1=C(C=C(C=C1OC)\C=C\C)Cl)=O Methyl-{2-chloro-6-methoxy-4-[(1E)-prop-1-en-1-yl]phenyl}acetat